F[C@@](C(=O)O)(O)[C@H](OCC1=CC=CC=C1)[C@H](O)COCC1=CC=CC=C1 2-fluoro-3,5-di-O-benzyl-D-ribonic acid